BrC=1C=NC=C(C1C(=O)OC)Br methyl 3,5-dibromopyridine-4-carboxylate